BrC1=NC(=CC(=C1)OCC(F)F)Br 2,6-dibromo-4-(2,2-difluoroethoxy)pyridine